1-(9Z,12Z-octadecadienoyl)-2-(5Z,8Z,11Z-eicosatrienoyl)-sn-glycero-3-phosphocholine CCCCCCCC/C=C\C/C=C\C/C=C\CCCC(=O)O[C@H](COC(=O)CCCCCCC/C=C\C/C=C\CCCCC)COP(=O)([O-])OCC[N+](C)(C)C